C(C)(C)(C)OC(=O)N1CC(C2(CC(NC2)=O)CC1)F.FC1=C(C=CC(=C1)C(F)(F)F)NC1=NC=CC(=N1)C(=O)NC=1C=NC=CC1C1=CC=CC=C1 2-((2-fluoro-4-(trifluoromethyl)phenyl)amino)-N-(4-phenylpyridin-3-yl)pyrimidine-4-carboxamide Tert-butyl-6-fluoro-3-oxo-2,8-diazaspiro[4.5]decane-8-carboxylate